(1S,3S,5S)-N-[(4-carbamimidoylthiophen-2-yl)methyl]-5-methyl-2-[2-(1-oxo-6-phenoxy-3,4-dihydroisoquinolin-2-yl)acetyl]-2-azabicyclo[3.1.0]hexane-3-carboxamide C(N)(=N)C=1C=C(SC1)CNC(=O)[C@H]1N([C@H]2C[C@]2(C1)C)C(CN1C(C2=CC=C(C=C2CC1)OC1=CC=CC=C1)=O)=O